C(C)C(C(=O)OC[C@@H]1[C@H]([C@H]([C@@H](O1)N1C=NC=2C(NCC=3SC(=CC3)Cl)=NC=NC12)O)O)(CC(C)C)N1C(C=C(C(=C1)Br)C)=O N6-[(5-chlorothien-2-yl)methyl]adenosine ethyl-2-(5-bromo-4-methyl-2-oxopyridin-1(2H)-yl)-4-methylpentanoate